2-(2-Boc-amino-ethoxy)-ethylmethanesulfonate C(=O)(OC(C)(C)C)C(COCCCS(=O)(=O)[O-])N